(S)-1'-chloro-8-(difluoromethoxy)-8',8'-difluoro-6-(trifluoromethyl)-7',8'-dihydro-3H,6'H-spiro[imidazo[1,2-a]pyridine-2,5'-isoquinoline], fumarate salt C(\C=C\C(=O)O)(=O)O.ClC1=NC=CC=2[C@]3(CCC(C12)(F)F)N=C1N(C=C(C=C1OC(F)F)C(F)(F)F)C3